NCCNC(C1=C(C=CC(=C1)C=1C(=NC=CC1)OCC)N1[C@@H](CN(CC1)C(C1=C(C=C(C=C1)C#N)Cl)=O)CC)=O N-(2-aminoethyl)-2-[(2R)-4-(2-chloro-4-cyanobenzoyl)-2-ethylpiperazin-1-yl]-5-(2-ethoxypyridin-3-yl)benzamide